2-methyl-2,4-thiazolidinedicarboxylic acid 2-n-butyl ester CC(CC)OC(=O)C1(SCC(N1)C(=O)O)C